C(C)C1OC(C=2C(=C3C4C(C(OC3=CC2CCCCC)(C)C)CCC(=C4)C)O1)=O 2-ethyl-8,8,11-trimethyl-5-pentyl-8a,9,10,12a-tetrahydro-4H,8H-benzo[c][1,3]dioxino[4,5-f]chromen-4-one